methyl 6-bromo-3-chloropyrazine-2-carboxylate BrC1=CN=C(C(=N1)C(=O)OC)Cl